CN([C@@H](C(C)C)C(=O)OC)C(=O)C1CCN(CC1)C(=O)C1[N@](C1)C(C1=CC=CC=C1)(C1=CC=CC=C1)C1=CC=CC=C1 methyl N-methyl-N-(1-((S)-1-tritylaziridine-2-carbonyl) piperidine-4-carbonyl)-L-valinate